FC(COC1=C(C=C(C(=N1)OC)NS(=O)(=O)C1=CN=C2N1C=CC(=N2)OC)F)F N-[6-(2,2-difluoroethoxy)-5-fluoro-2-methoxy-3-pyridyl]-7-methoxy-imidazo[1,2-a]pyrimidine-3-sulfonamide